NC1C(N(C2=C(N=CC1)C(=CC=C2)F)C)=O 4-amino-10-fluoro-6-methyl-5-oxo-3,4,5,6-tetrahydrobenzo[b][1,4]diazocin